NC1=NC=CC=C1C1=NC=2C(=NC(=CC2C#N)N2N=CC=C2)N1C=1C=C2CC[C@@H](C2=CC1)NC(C1=CN=C(C=C1)C(F)F)=O (S)-N-(5-(2-(2-aminopyridin-3-yl)-7-cyano-5-(1H-pyrazol-1-yl)-3H-imidazo[4,5-b]pyridin-3-yl)-2,3-dihydro-1H-inden-1-yl)-6-(difluoromethyl)nicotinamide